tert-Butyl N-[(3-bromo-2-sulfanylphenyl)methyl]carbamate BrC=1C(=C(C=CC1)CNC(OC(C)(C)C)=O)S